(S)-Methyl 2-(1-amino-2,3-dihydro-1H-inden-1-yl)acetate N[C@@]1(CCC2=CC=CC=C12)CC(=O)OC